C(C(=C)C)(=O)OCC1CSC(O1)=O 5-(methacryloyloxy)methyl-1,3-oxathiolane-2-one